Cl.N1C(=NC2=C1C=CC=C2)NC (1H-benzimidazol-2-yl)-methylamine hydrochloride